C1(CC1)CNC=1C=C2C(=CN=C(C2=CN1)NC)C1=CC=CC=C1 N6-(cyclopropylmethyl)-N1-methyl-4-phenyl-2,7-naphthyridine-1,6-diamine